F[C@H]1CN(CC[C@H]1NC1=NN2C(C(=N1)OC)=C(C=C2)C=2C=C1N=CC=NC1=CC2)C N-((3S,4R)-3-fluoro-1-methylpiperidin-4-yl)-4-methoxy-5-(quinoxalin-6-yl)pyrrolo[2,1-f][1,2,4]triazin-2-amine